(3R)-N-[4-(3-Cyanophenyl)-5-(2,6-dimethyl-4-pyridyl)thiazol-2-yl]-3-(trifluoromethyl)piperazine-1-carboxamide C(#N)C=1C=C(C=CC1)C=1N=C(SC1C1=CC(=NC(=C1)C)C)NC(=O)N1C[C@@H](NCC1)C(F)(F)F